FC1=C(C=C(CC2=NNC(C3=CC=CC=C23)=O)C=C1)C(=O)N1CC=2N(CC1)C(=NN2)C(C)C 4-(4-Fluoro-3-(3-isopropyl-5,6,7,8-tetrahydro-[1,2,4]triazolo[4,3-a]pyrazine-7-carbonyl)benzyl)phthalazin-1(2H)-one